N1=NC(=CC=C1)C(=O)O Pyridazinecarboxylic acid